C(C)OC1=CC=C(C=C1)C=1N=NNC1 p-ethoxyphenyltriazole